2-({2-[(4-{4-chloro-13-cyano-8-ethyl-9-oxo-6,8,10-triazatricyclo[9.4.0.02,7]pentadeca-1(11),2(7),3,5,12,14-hexaen-10-yl}-3,5-difluorophenyl)amino]ethyl}amino)ethane-1-sulfonic acid ClC1=CC=2C=3C=CC(=CC3N(C(N(C2N=C1)CC)=O)C1=C(C=C(C=C1F)NCCNCCS(=O)(=O)O)F)C#N